(3S,7aS)-3-((cyclobutylmethoxy)methyl)-7a-((trityloxy)methyl)hexahydro-1H-pyrrolizine C1(CCC1)COC[C@@H]1CC[C@@]2(CCCN12)COC(C1=CC=CC=C1)(C1=CC=CC=C1)C1=CC=CC=C1